rac-trans-6-(hydroxymethyl)-cis-2,2-dimethyldihydrofuro[3,4-d][1,3]dioxol-4(3aH)-one OCC1OC(C2C1OC(O2)(C)C)=O